C(CCCCCCCC)(=O)Cl normal nonanoyl chloride